FC1=C(C=C(C=C1)N1C(=CC2=CC(=CC=C12)N1CCN(CC1)S(=O)(=O)C)C(=O)O)O 1-(4-Fluoro-3-hydroxyphenyl)-5-(4-(methylsulfonyl)piperazin-1-yl)-1H-indole-2-carboxylic acid